ClC=1C=C(C=CC1Cl)S(=O)(=O)NC1=C(C=CC=C1)N1C(CCC1)=O 3,4-dichloro-N-(2-(2-oxopyrrolidin-1-yl)phenyl)benzenesulfonamide